O=C1NC(CCC1N1C(C2=CC=CC(=C2C1)NC(CCCC=1N=NN(C1)CC(=O)NC1=C2CN(C(C2=CC=C1)=O)C1C(NC(CC1)=O)=O)=O)=O)=O N-(2-(2,6-dioxopiperidin-3-yl)-1-oxoisoindolin-4-yl)-4-(1-(2-((2-(2,6-dioxopiperidin-3-yl)-1-oxoisoindolin-4-yl)amino)-2-oxoethyl)-1H-1,2,3-triazol-4-yl)butanamide